N-[4-(6,7-Dimethoxyquinazolin-4-yl)oxy-3-fluorophenyl]-6-(4-fluorophenyl)-7-oxo-2,3-dihydro-1H-indolizine-8-carboxamide COC=1C=C2C(=NC=NC2=CC1OC)OC1=C(C=C(C=C1)NC(=O)C=1C(C(=CN2CCCC12)C1=CC=C(C=C1)F)=O)F